7-[[3-(5-fluoropyrimidin-2-yl)-4-(trifluoromethyl)phenyl]carbamoyl]-7-azabicyclo[4.1.1]octane-1-carboxylic acid FC=1C=NC(=NC1)C=1C=C(C=CC1C(F)(F)F)NC(=O)N1C2CCCCC1(C2)C(=O)O